C(#N)CC(C(=O)OCC)(C(=O)OCC)CC(=C)C1=NN(C=C1)C1OCCCC1 Diethyl 2-(cyanomethyl)-2-[2-(1-tetrahydropyran-2-ylpyrazol-3-yl)allyl]propanedioate